2-{[(4-chlorophenyl)amino]methyl}-5-propyl[1,2,4]triazolo[1,5-a]pyrimidin-7(4H)-one ClC1=CC=C(C=C1)NCC1=NN2C(NC(=CC2=O)CCC)=N1